C1(=C(C=CC=C1)N(C=1C2(C3=CC4=CC=CC=C4C3=CC1)C=CC=C1C3=CC=CC=C3C=C12)C1=C(C(=CC=2C3=CC=CC=C3CC12)C)C)C=1C(=CC=CC1)C1=CC=CC=C1 (terphenyl-yl)(dimethylfluorenyl)(spirobifluorenyl)amine